(±)-2,6-dimethyl-4-(3-nitrophenyl)-1,4-dihydropyridine-3,5-dicarboxylic acid 1-methylethyl ester 2-methoxyethyl ester COCCOC(=O)C=1[C@H](C(=C(NC1C)C)C(=O)OC(C)C)C1=CC(=CC=C1)[N+](=O)[O-] |r|